C1(CCC1)CNCC=1NC2=CC(=CC=C2C1)CN1C(C2=CN=CC=C2C=C1)=O 2-[(2-{[(cyclobutylmethyl)amino]methyl}-1H-indol-6-yl)methyl]-1,2-dihydro-2,7-naphthyridin-1-one